2-((4-(1H-indazol-4-yl)-6-(morpholine-4-carbonyl)-quinolin-2-yl)-methylene)-1-acetylindolin-3-one N1N=CC2=C(C=CC=C12)C1=CC(=NC2=CC=C(C=C12)C(=O)N1CCOCC1)C=C1N(C2=CC=CC=C2C1=O)C(C)=O